BrC1=CC2=C(N=C(N=C2)SC)N(C1=O)C(C(F)(F)F)C 6-bromo-2-(methylthio)-8-(1,1,1-trifluoropropan-2-yl)pyrido[2,3-d]pyrimidin-7(8H)-one